[2-[5-[[1-[2-(aminomethyl)-3,3-difluoro-allyl]-5-oxo-1,2,4-triazol-4-yl]methyl]-2-thienyl]ethynyl]-1H-pyrido[2,3-b][1,4]oxazin-2-one trifluoroacetate salt FC(C(=O)O)(F)F.NCC(CN1N=CN(C1=O)CC1=CC=C(S1)C#CN1C2=C(OCC1=O)N=CC=C2)=C(F)F